ClC=1C(N(N=CC1OCC=1C=NC(=CC1)I)CC(C)(C)Cl)=O 4-chloro-2-(2-chloro-2-methyl-propyl)-5-(6-iodo-3-pyridylmethoxy)pyridazine-3(2H)-one